5-(2-methylpyridin-4-yl)benzoic acid CC1=NC=CC(=C1)C=1C=CC=C(C(=O)O)C1